5-bromo-3-(phenylmethyl-d)pyrazin-2-amine BrC=1N=C(C(=NC1)N)C([2H])C1=CC=CC=C1